FC(C=1C(=NC=CC1)C=O)F 3-(difluoromethyl)-2-pyridyl-methanone